5-{2-chloro-5-[(2-methoxy-phenyl)-methyl-carbamoyl]-phenyl}-4-methyl-pyridine-2-carboxylic acid amide ClC1=C(C=C(C=C1)C(N(C)C1=C(C=CC=C1)OC)=O)C=1C(=CC(=NC1)C(=O)N)C